8-(2-hydroxyethoxy)-4-methoxynaphthalene-1-carbaldehyde OCCOC=1C=CC=C2C(=CC=C(C12)C=O)OC